ClC=1C=CC2=C(CC3(CC=4N2C(=NN4)[C@@H]4CC[C@H](CC4)OC4=NC=CC=C4)OCCCO3)C1 8'-chloro-1'-[trans-4-(pyridin-2-yloxy)cyclohexyl]-4'H,6'H-spiro[1,3-dioxane-2,5'-[1,2,4]triazolo[4,3-a][1]benzazepine]